COC(C(C)(C)N[C@@H]1CC[C@H](CC1)OCCOC1C[C@H](N([C@H](C1)C)C(=O)OC(C)(C)C)C)=O tert-butyl (2r,4r,6s)-4-(2-(((trans)-4-((1-methoxy-2-methyl-1-oxopropan-2-yl) amino) cyclohexyl) oxy) ethoxy)-2,6-dimethylpiperidine-1-carboxylate